4-{[1-(tert-butyldimethylsilyl)-3-methoxypyrazol-4-yl]methyl}-9-chloro-7-(5-fluoroindol-1-yl)-3,5-dihydro-2H-1,4-benzoxazepine [Si](C)(C)(C(C)(C)C)N1N=C(C(=C1)CN1CCOC2=C(C1)C=C(C=C2Cl)N2C=CC1=CC(=CC=C21)F)OC